5-benzyl-3-((3-cyano-4-isopropoxybenzamido)methyl)-4,5-dihydroisoxazole C(C1=CC=CC=C1)C1CC(=NO1)CNC(C1=CC(=C(C=C1)OC(C)C)C#N)=O